(R)-3-((6-fluoro-2-methylpyridin-3-yl)oxy)-5-methyl-N-(3-(S-methyl-N-(methylglycyl)sulfonimidoyl)phenyl)-6-(trifluoromethyl)pyridazine-4-carboxamide FC1=CC=C(C(=N1)C)OC=1N=NC(=C(C1C(=O)NC1=CC(=CC=C1)[S@@](=O)(=NC(CNC)=O)C)C)C(F)(F)F